mannose penta-acetate C(C)(=O)O[C@H](C=O)[C@@H](OC(C)=O)[C@H](OC(C)=O)[C@H](OC(C)=O)COC(C)=O